trityl-D-phenylalanine diethylammonium salt C(C)[NH2+]CC.C(C1=CC=CC=C1)(C1=CC=CC=C1)(C1=CC=CC=C1)N[C@H](CC1=CC=CC=C1)C(=O)[O-]